CC12C(O1)(O2)C(F)(F)F methyl-trifluoromethyl-diepoxyethane